7-hydroxy-1-methyl-3,8-diazabicyclo[3.2.1]octane-8-carboxylate OC1CC2CNCC1(N2C(=O)[O-])C